C(C=C)(=O)OCCOC(C=C)=O mono(2-acryloyloxyethyl) acrylate